α-(propylsulfonyloxyimino)-4-methylphenyl-acetonitrile C(CC)S(=O)(=O)ON=C(C#N)C1=CC=C(C=C1)C